C(=C\C)/[C@H]1[C@H](C1)CS(=O)[O-].[Na+] SODIUM ((1S,2S)-2-((E)-PROP-1-EN-1-YL) CYCLOPROPYL)METHANESULFINATE